C(C)(=O)N1C[C@@H](CC1)N1N=CC(=C1C(=O)NC1=NC=C(C=C1C)C#CC1=CC=CC=C1)Cl (R)-1-(1-acetylpyrrolidin-3-yl)-4-chloro-N-(3-methyl-5-(phenylethynyl)pyridin-2-yl)-1H-pyrazole-5-carboxamide